COC1[C@@H]([C@H](C([C@@H]([C@@H]1O)O)O)O)O (1S,2S,4S,5R)-6-methoxycyclohexane-1,2,3,4,5-pentol